C(=C)C1=C(C=C(C=C1)CN(C(=O)C=1C=NC(=CC1)C)C=1C(=NC=CC1)S(=O)(=O)C)[N+](=O)[O-] N-[(4-ethenyl-3-nitrophenyl)methyl]-N-(2-methanesulfonylpyridin-3-yl)-6-methylpyridine-3-carboxamide